OC[C@]12CN(C[C@H](CC1)N2)C(=O)OCC2=CC=CC=C2 benzyl (1R,5S)-1-(hydroxymethyl)-3,8-diazabicyclo[3.2.1]octane-3-carboxylate